5-formyl-7-[4-(trifluoromethoxy)phenyl]-2,3-dihydrobenzofuran-4-carbonitrile C(=O)C1=CC(=C2C(CCO2)=C1C#N)C1=CC=C(C=C1)OC(F)(F)F